C1(=CC=CC=C1)[C@H]1[C@@H](C1)N[C@H]1CC[C@H](CC1)NC(OC(C)(C)C)=O tert-butyl ((cis)-4-(((1R,2S)-2-phenylcyclopropyl)amino)cyclohexyl)carbamate